C(N)(=O)C=1C(=NC(=C(N1)CC)Cl)NC=1C=C(CCNC(OCCCC)=O)C=CC1 butyl (3-((3-carbamoyl-6-chloro-5-ethylpyrazin-2-yl)amino)phenethyl)carbamate